1-[2-(5-methyl-6-oxo-1,6-dihydropyridin-3-yl)acetyl]pyrrolidine-2-carboxamide CC1=CC(=CNC1=O)CC(=O)N1C(CCC1)C(=O)N